OC12C(C=3C=CSC3N=C2NCC1)=O 9-hydroxy-4-thia-2,12-diazatricyclo[7.3.0.03,7]dodeca-1,3(7),5-trien-8-one